tetramethylammonium silanoate [SiH](=O)[O-].C[N+](C)(C)C